CC1=CC=C(C=C1)S(=O)(=O)N1N=C(C=C1)C(=O)NCC=1C=NOC1 1-(4-methylbenzene-1-sulfonyl)-N-[(1,2-oxazol-4-yl)methyl]-1H-pyrazole-3-carboxamide